(R)-5-(azetidin-3-yloxy)-2-methyl-N-(1-(3-(5-(((1-methylpiperidin-4-yl)amino)methyl)thiophen-2-yl)phenyl)ethyl)benzamide N1CC(C1)OC=1C=CC(=C(C(=O)N[C@H](C)C2=CC(=CC=C2)C=2SC(=CC2)CNC2CCN(CC2)C)C1)C